C(C)(C)(C)OC(=O)N1C(CC(CC1)OS(=O)(=O)C)C(F)(F)F 4-((methylsulfonyl)oxy)-2-(trifluoromethyl)piperidine-1-carboxylic acid tert-butyl ester